ClC=1C=CC(=C(C1)[C@@H](NC(=O)[C@@H]1CNC(O1)=O)C1=CC(=CC=C1)Cl)OC (S)-N-((S)-(5-chloro-2-methoxyphenyl)(3-chlorophenyl)methyl)-2-oxooxazolidine-5-carboxamide